2-(6-chloropyridin-2-yl)-8-hydroxyoctanoic acid tert-butyl ester C(C)(C)(C)OC(C(CCCCCCO)C1=NC(=CC=C1)Cl)=O